C(C1=CC(=CC(=C1O)C(C)(C)C)C)C1=CC(=CC(=C1O)C(C)(C)C)C methylenebis(6-tert-butyl-p-cresol)